3-(2-chloro-6-methyl-4-pyridyl)-2-(3-cyanophenyl)-N-[(1S,3S)-3-aminocyclopentyl]pyrazolo[1,5-a]pyrimidine-5-carboxamide ClC1=NC(=CC(=C1)C=1C(=NN2C1N=C(C=C2)C(=O)N[C@@H]2C[C@H](CC2)N)C2=CC(=CC=C2)C#N)C